(((2R,3R,4R,5R)-5-(6-benzoylamino-9H-purin-9-yl)-4-fluoro-3-hydroxytetrahydrofuran-2-yl) methyl) phosphoramidate P(OC[C@H]1O[C@H]([C@@H]([C@@H]1O)F)N1C2=NC=NC(=C2N=C1)NC(C1=CC=CC=C1)=O)([O-])(=O)N